4-(2-(4-(5-chloro-2-(4-(trifluoromethyl)-1H-1,2,3-triazol-1-yl)phenyl)-5-methoxy-2-oxopyridin-1(2H)-yl)-2-fluoroacetamido)benzoic acid tert-butyl ester C(C)(C)(C)OC(C1=CC=C(C=C1)NC(C(F)N1C(C=C(C(=C1)OC)C1=C(C=CC(=C1)Cl)N1N=NC(=C1)C(F)(F)F)=O)=O)=O